CN(C)[Ga](N(C)C)N(C)C tri(dimethyl-amino)gallium